hydroxypropylcyclohexanol OCCCC1(CCCCC1)O